(5-methoxy-1,2,3,4-tetrahydronaphthalen-2-yl)-5-(4,4,5,5-Tetramethyl-1,3,2-dioxaborolan-2-yl)pyrimidin-2-amine COC1=C2CCC(CC2=CC=C1)C1=NC(=NC=C1B1OC(C(O1)(C)C)(C)C)N